ethylene ethoxymethyl sulfite S(=O)(OCOCC)O.C=C